3-chlorophenoxy-1,2-propanediol ClC=1C=C(OC(C(C)O)O)C=CC1